ethyl (R)-2'-oxo-1'-((2-(trimethylsilyl)ethoxy)methyl)-1',2',4,6-tetrahydrospiro[cyclopenta[b]thiophene-5,3'-pyrrolo[2,3-b]pyridine]-2-carboxylate O=C1[C@]2(C=3C(=NC=CC3)N1COCC[Si](C)(C)C)CC1=C(SC(=C1)C(=O)OCC)C2